(R)-5-Methyl-N-(1-methylpiperidin-3-yl)-6-(4-(trifluoromethyl)-1H-indazol-7-yl)pyridazin-3-amine CC=1C=C(N=NC1C=1C=CC(=C2C=NNC12)C(F)(F)F)N[C@H]1CN(CCC1)C